8-((3R,5R)-3,5-bis(methoxymethyl)piperazin-1-yl)-3-(5-(difluoromethyl)-1,3,4-thiadiazol-2-yl)-N-(3-methyloxetan-3-yl)imidazo[1,5-a]pyridine-6-sulfonamide formate C(=O)O.COC[C@H]1CN(C[C@@H](N1)COC)C=1C=2N(C=C(C1)S(=O)(=O)NC1(COC1)C)C(=NC2)C=2SC(=NN2)C(F)F